COC(C1=C(C=C(C(=C1)F)C1=CC=CC=2CN(COC21)C(C2=C(C=C(C=C2Cl)N2[C@@H](CN(CC2)C)C)Cl)=O)N2C1COCC2CC1)=O 4-[3-[2,6-dichloro-4-[(2R)-2,4-dimethylpiperazin-1-yl]benzoyl]-2,4-dihydro-1,3-benzoxazin-8-yl]-5-fluoro-2-(3-oxa-8-azabicyclo[3.2.1]oct-8-yl)benzoic acid methyl ester